ClC1=CC(=C(C=C1)CC(C)=NS(=O)C(C)(C)C)OC N-(1-(4-chloro-2-methoxyphenyl)propan-2-ylidene)-2-methylpropane-2-sulfinamide